FC=1C=C(C=C(C1)C(F)(F)F)[C@@H]1[C@@H](N(C(O1)=O)C(=O)NCC1=CC=CC2=CC=CC=C12)C (4S,5R)-5-[3-fluoro-5-(trifluoromethyl)phenyl]-4-methyl-N-(naphthalen-1-ylmethyl)-2-oxo-1,3-oxazolidine-3-carboxamide